tricarbonylbromomanganese C(=O)=[Mn](Br)(=C=O)=C=O